ClC1=CC=C(C(=N1)C1=NN(C=N1)C)NC(C)C=1C=2C3=C(N(C(C2C=C(C1)C)=O)CC)N(N=C3)CCO 9-[1-[[6-chloro-2-(1-methyl-1,2,4-triazol-3-yl)-3-pyridinyl]amino]ethyl]-4-ethyl-3-(2-hydroxyethyl)-7-methyl-pyrazolo[3,4-c]isoquinolin-5-one